7-Amino-N-(4-((4-(trifluoromethyl)benzyl)amino)phenyl)heptanamid NCCCCCCC(=O)NC1=CC=C(C=C1)NCC1=CC=C(C=C1)C(F)(F)F